3-bromo-4-[4-(2,6-dichlorobenzenesulfonyl)-1-piperazinyl]benzoic acid BrC=1C=C(C(=O)O)C=CC1N1CCN(CC1)S(=O)(=O)C1=C(C=CC=C1Cl)Cl